C(C)(C)(C)OC(=O)N1N=CC=C1 1H-pyrazole-1-carboxylic acid tert-butyl ester